C(CCCCCCCCCCC)OS(=O)(=O)[O-].[K+] Kalium laurylsulfat